[N+](=O)([O-])C1=C(C(=O)OC)C=CC=C1 Methyl 2-nitrobenzoate